CC(C(=O)OCN(C)C)=C (DIMETHYLAMINO)METHYL 2-METHYLPROP-2-ENOATE